(chlorophenyl)-3-methylbutyryl chloride ClC1=C(C=CC=C1)CC(CC(=O)Cl)C